tri-(hydroxypropyl)-propane triheptanoate C(CCCCCC)(=O)O.C(CCCCCC)(=O)O.C(CCCCCC)(=O)O.OCCCC(CC)(CCCO)CCCO